N,N-dimethyl-1,2,3,4-tetrahydroquinoline-6-carboxamide CN(C(=O)C=1C=C2CCCNC2=CC1)C